2-methyl-N-[1-[3-(1-piperidyl)-1,2,4-thiadiazol-5-yl]ethyl]-5-(trifluoromethyl)pyrazole-3-carboxamide CN1N=C(C=C1C(=O)NC(C)C1=NC(=NS1)N1CCCCC1)C(F)(F)F